7-amino-4-((tetrahydrofuran-3-yl)oxy)-2,3-dihydrobenzofuran-6-carboxylic acid ethyl ester C(C)OC(=O)C1=C(C2=C(CCO2)C(=C1)OC1COCC1)N